OC1=CC=C(C(=O)N/N=C/C=2OC(=CC2)C)C=C1 (E)-4-hydroxy-N'-((5-methylfuran-2-yl)methylene)benzohydrazide